[Ni].[Cu].[S].C[C@@H]1N([C@@H](CNC1)C)CC(=O)NC=1C=NC(=CC1)C1C(NC(CC1)=O)=O 2-((2s,6r)-2,6-dimethylpiperazin-1-yl)-N-(6-(2,6-dioxopiperidin-3-yl)pyridin-3-yl)acetamide sulfur copper-nickel